2-[6-[(Z)-2-(aminomethyl)-3-fluoro-allyl-oxy]-1-oxo-3,4-dihydroisoquinolin-2-yl]-N-(2,2,2-trifluoroethyl)acetamide hydrochloride Cl.NC/C(/COC=1C=C2CCN(C(C2=CC1)=O)CC(=O)NCC(F)(F)F)=C/F